2,2-Dimethyloxy-2-phenyl-acetophenone COC(C(=O)C1=CC=CC=C1)(C1=CC=CC=C1)OC